C(C)OC(=O)C1=C(C=CC(=C1)F)C1=C2C=NN(C2=CC(=C1)C1CN(C1)C(=O)OC(C)(C)C)C tert-Butyl 3-{4-[2-(Ethoxycarbonyl)-4-fluorophenyl]-1-methyl-1H-indazol-6-yl}azetidine-1-carboxylate